NC1=CC(=NC=C1)N(C(C)=O)C1=CC(=C(C=C1)Cl)F N-(4-aminopyridin-2-yl)-N-(4-chloro-3-fluorophenyl)acetamide